4-(5-(4,4,5,5-tetramethyl-1,3,2-dioxaborolan-2-yl)pyridin-2-yl)morpholine CC1(OB(OC1(C)C)C=1C=CC(=NC1)N1CCOCC1)C